C(C)C1=NC(=C2N1C(C(N(C2)C)=O)C)C=2C=CC=C1C=CN=CC21 8-(3-ethyl-5,7-dimethyl-6-oxo-5,6,7,8-tetrahydroimidazo[1,5-a]pyrazin-1-yl)isoquinolin